C(C1=CC=CC=C1)O[C@H]1C([C@@H](O[C@]1(CCl)COCC1=CC=CC=C1)N1C(NC(C=C1)=O)=O)=O 1-[(2R,4R,5R)-4-(benzyloxy)-5-[(benzyloxy)methyl]-5-(chloromethyl)-3-oxooxolan-2-yl]-3H-pyrimidine-2,4-dione